3-chloro-1-(3-(6-(5-methylthiazol-2-ylamino)-4-(morpholinomethyl)pyridin-2-ylamino)piperidin-1-yl)prop-2-en-1-one ClC=CC(=O)N1CC(CCC1)NC1=NC(=CC(=C1)CN1CCOCC1)NC=1SC(=CN1)C